(2E,4E,6E,8E)-3,5,7-trimethyl-2,4,6,8-undecatetraene C\C(=C/C)\C=C(\C=C(\C=C\CC)/C)/C